FC1=C(C(=CC(=C1)CNC)F)C=1C=C2C(=CN1)NN=C2C=2C=NC(=NC2)N2CCC(CC2)O 1-(5-(5-(2,6-Difluoro-4-((methylamino)methyl)phenyl)-1H-pyrazolo[3,4-c]pyridin-3-yl)pyrimidin-2-yl)piperidin-4-ol